C1(=CC=CC=C1)C1(CO1)C 2-phenyl-epoxypropane